ClC1=NC(=CC2=C1N=CN=C2NCC(C)(C)C)N[C@@H](C2=C1C=CN(C(C1=CC=C2)=O)C)C=2N=NN(C2)C2(CC2)C(F)F (S)-5-{{[8-chloro-4-(neopentylamino)pyrido[3,4-d]pyrimidin-6-yl]amino}{1-[1-(difluoromethyl)cyclopropyl]-1H-1,2,3-triazol-4-yl}methyl}-2-methylisoquinolin-1(2H)-one